C(CCCCC)C1=C(C(C=O)=CC=C1)C=O 3-hexylphthalaldehyde